ClC1=CC=CC2=CC=CC=C12 chloronaphthalen